3,5-diamino-1-[(1S)-2,2,2-trifluoro-1-methyl-ethyl]pyrazole-4-carbonitrile NC1=NN(C(=C1C#N)N)[C@H](C(F)(F)F)C